di(phenyl)(benzothienoindolyl)triazine C1(=CC=CC=C1)C1=C(C(=NN=N1)C=1NC2=C3C(=CC=C2C1)SC1=C3C=CC=C1)C1=CC=CC=C1